chromium(II) citrate C(CC(O)(C(=O)[O-])CC(=O)[O-])(=O)[O-].[Cr+2].C(CC(O)(C(=O)[O-])CC(=O)[O-])(=O)[O-].[Cr+2].[Cr+2]